NC1=C2N=CN(C2=NC(=N1)N\N=C\C1=CC=C(C=C1)NC(C)=O)[C@@H]1O[C@@H]([C@H]([C@H]1O)O)CO N-{4-{(E)-{2-{6-amino-9-[(2R,3R,4S,5R)-3,4-dihydroxy-5-(hydroxymethyl)tetrahydrofuran-2-yl]-9H-purin-2-yl}hydrazono}methyl}phenyl}acetamide